N-[3-(4-bromophenyl)oxetan-3-yl]-2-methylpropane-2-sulfinamide BrC1=CC=C(C=C1)C1(COC1)NS(=O)C(C)(C)C